C(C)(C)[N+](=CCC(CCC=C(C)C)C)[O-] (2E)-N-isopropyl-3,7-dimethyloct-6-en-1-imine oxide